O1CC[C@@H]2[C@H]1OC[C@@H]2OC(=O)N2CCN(CC2)C2=NC=1N(C=C2)N=CC1Br [(3aS,4R,6aR)-2,3,3a,4,5,6a-hexahydrofuro[2,3-b]furan-4-yl]-4-(3-bromopyrazolo[1,5-a]pyrimidin-5-yl)piperazine-1-carboxylate